C(C)OC=1C=C(C=CC1C=1NC(C2=C(N1)N(N=N2)CC2=CC=C(C=C2)OC)=O)C2=CC(=CC=C2)C=O 3'-ethoxy-4'-(3-(4-methoxybenzyl)-7-oxo-6,7-dihydro-3H-[1,2,3]triazolo[4,5-d]pyrimidin-5-yl)-[1,1'-biphenyl]-3-carbaldehyde